methyl 5-amino-2'-chloro-4'-methyl-4-(phenylamino)-[1,1'-biphenyl]-3-carboxylate NC=1C(=C(C=C(C1)C1=C(C=C(C=C1)C)Cl)C(=O)OC)NC1=CC=CC=C1